2-(5-hydroxypicolinoyl)isoindolin OC=1C=CC(=NC1)C(=O)N1CC2=CC=CC=C2C1